(R/S)-2-((R)-1-phenylethyl)-2-azabicyclo[2.2.2]octan-6-ol C1(=CC=CC=C1)[C@@H](C)N1[C@H]2C(CC(C1)CC2)O |&1:9|